CC1(OC[C@@H](O1)C1=CC=C(C=N1)NC(=O)[C@@H]1O[C@]([C@H]([C@H]1C1=C(C(=C(C=C1)F)C)OC)C)(C(F)(F)F)C)C |o1:4,15,17,18,19| rel-(2R,3S,4S,5R)-N-(6-((S*)-2,2-dimethyl-1,3-dioxolan-4-yl)pyridin-3-yl)-3-(4-fluoro-2-methoxy-3-methylphenyl)-4,5-dimethyl-5-(trifluoromethyl)tetrahydrofuran-2-carboxamide